(3-hydroxyphenyl)(morpholino)methanone OC=1C=C(C=CC1)C(=O)N1CCOCC1